O=C1N(C(C=C1)=O)C1=CC=C(C=C1)S(=O)(=O)NCCOCCOCCOCCC(=O)O 3-[2-[2-[2-[[4-(2,5-dioxopyrrol-1-yl)phenyl]sulfonylamino]ethoxy]ethoxy]ethoxy]propanoic acid